[Si](C)(C)(C(C)(C)C)OCCOCC1=CC(=C2CN(C(C2=C1)=O)C1=NC(=CC(=C1)C1=C(C=C(C=C1)F)C1=NN=CN1C)OCC)C(F)(F)F 6-((2-((tert-Butyldimethylsilyl)oxy)ethoxy)methyl)-2-(6-ethoxy-4-(4-fluoro-2-(4-methyl-4H-1,2,4-triazol-3-yl)phenyl)pyridin-2-yl)-4-(trifluoromethyl)isoindolin-1-one